3,5-dichloro-4-fluoro-phenyl 3-deoxy-3-[4-(3-thiazolyl)-1H-1,2,3-triazol-1-yl]-1-thio-alpha-D-galactopyranoside S1CN(C=C1)C=1N=NN(C1)[C@@H]1[C@H]([C@@H](SC2=CC(=C(C(=C2)Cl)F)Cl)O[C@@H]([C@@H]1O)CO)O